C(=O)OCC(C)OC=O propylene glycol diformate